2-(6-Oxo-5-(trifluoromethyl)-1,6-dihydropyridin-3-yl)ethyl (3R,5S)-3,5-dimethyl-4-(5-(trifluoromethyl)pyrimidin-2-yl)piperazine-1-carboxylate C[C@@H]1CN(C[C@@H](N1C1=NC=C(C=N1)C(F)(F)F)C)C(=O)OCCC1=CNC(C(=C1)C(F)(F)F)=O